C(CCCCCCC)(=O)[C-]1C=CC=C1.[CH-]1C=CC=C1.[Fe+2] caprylyl-ferrocene